C(#N)C1=CC=C(C=C1)C1=NOC(=N1)N1CCN(CC1)C(=O)NCCCN1CCC(CC1)CC1=NC=CC=C1 4-(3-(4-cyanophenyl)-1,2,4-oxadiazol-5-yl)-N-(3-(4-(pyridin-2-ylmethyl)piperidin-1-yl)propyl)piperazine-1-carboxamide